4-(2-Amino-2-methylpropanoyl)-N-(1-(4-(2-(4-aminoazepan-1-yl)ethyl)-3-methylphenyl)-2-oxo-1,2-dihydropyrimidin-4-yl)piperazine-1-carboxamide hydrochloride salt Cl.NC(C(=O)N1CCN(CC1)C(=O)NC1=NC(N(C=C1)C1=CC(=C(C=C1)CCN1CCC(CCC1)N)C)=O)(C)C